tert-butyl 3-(1-(5-(3-((5-cyano-4-(4-fluorophenyl)thiazol-2-yl)(methyl)amino)-2-ethylimidazo[1,2-a]pyridin-6-yl)pyrimidin-2-yl)azetidine-3-carboxamido)azetidine-1-carboxylate C(#N)C1=C(N=C(S1)N(C1=C(N=C2N1C=C(C=C2)C=2C=NC(=NC2)N2CC(C2)C(=O)NC2CN(C2)C(=O)OC(C)(C)C)CC)C)C2=CC=C(C=C2)F